IC1=CC=2C(C3=CC(=CC=C3C2C=C1)I)(CCCCCCBr)CCCCCCBr 2,7-diiodo-9,9-di(6'-bromohexyl)fluorene